8-(2-Chloro-3-(trifluoromethyl)phenyl)-9-(4-((1-(3,3,3-trifluoropropyl)azetidin-3-yl)methyl)phenyl)-6,7-dihydro-5H-benzo[7]annulen ClC1=C(C=CC=C1C(F)(F)F)C=1CCCC2=C(C1C1=CC=C(C=C1)CC1CN(C1)CCC(F)(F)F)C=CC=C2